C(C)(C)(C)N1C(N(CC1)C(C)(C)C)=[NH+]C1=CC=C(C(=O)[O-])C=C1.CS(=O)(=O)C(C=O)C 2-(methylsulfonyl)propan-1-one 4-((1,3-di-tert-butylimidazolidin-2-ylidene)ammonio)benzoate